ClC1=NC=CC(=N1)N1C=C(C2=CC=CC=C12)C#N (2-chloropyrimidin-4-yl)-1H-indole-3-carbonitrile